C12N(CCC2C1)C(=O)[O-] 2-azabicyclo[3.1.0]hexane-2-carboxylate